3-fluoro-N-{4-fluoro-3-[5-(1-methyl-1H-imidazol-4-yl)-2H-pyrazolo[3,4-b]pyridin-2-yl]phenyl}azetidine-1-carboxamide FC1CN(C1)C(=O)NC1=CC(=C(C=C1)F)N1N=C2N=CC(=CC2=C1)C=1N=CN(C1)C